NC1(CCN(CC1)C1=NC(=C(C(=N1)C(=O)N)C1=CC(=CC=C1)F)Cl)C 2-(4-amino-4-methyl-piperidin-1-yl)-6-chloro-5-(3-fluoro-phenyl)-pyrimidine-4-carboxylic acid amide